ethyl (2R,4S)-5-(biphenyl-4-yl)-4-[(3-carboxypropionyl)amino]-2-methylpentanoate C1(=CC=C(C=C1)C[C@H](C[C@H](C(=O)OCC)C)NC(CCC(=O)O)=O)C1=CC=CC=C1